COC1=NC=C(C(=N1)OC)C=1C=C(C=2N(N1)C=CN2)[C@@H]2[C@H](C2)C2=CC=C(C=C2)C(F)(F)F 6-(2,4-dimethoxypyrimidin-5-yl)-8-[(1S,2S)-2-[4-(trifluoromethyl)phenyl]cyclopropyl]imidazo[1,2-b]pyridazine